5-Bromo-3-chloro-2-hydroxy-N-(2-hydroxy-3-(methylsulfonyl)-5-(pentafluoro-λ6-sulfaneyl)phenyl)benzenesulfonamide BrC=1C=C(C(=C(C1)S(=O)(=O)NC1=C(C(=CC(=C1)S(F)(F)(F)(F)F)S(=O)(=O)C)O)O)Cl